N-(3-(5-(2-acetamidopyridin-4-yl)-2-(methylthio)-1-((2-(trimethylsilyl)ethoxy)methyl)-1H-imidazol-4-yl)phenyl)nicotinamide C(C)(=O)NC1=NC=CC(=C1)C1=C(N=C(N1COCC[Si](C)(C)C)SC)C=1C=C(C=CC1)NC(C1=CN=CC=C1)=O